1-[4-({4-[(3S)-2,3-dihydro[1,4]dioxino[2,3-b]pyridin-3-yl]benzyl}amino)piperidin-1-yl]ethanone O1C[C@@H](OC2=NC=CC=C21)C2=CC=C(CNC1CCN(CC1)C(C)=O)C=C2